ClC=1C(=C(C(=O)O)C(=CC1)NC1=C(C=C(C=C1)OC(F)(F)F)C)F 3-chloro-2-fluoro-6-((2-methyl-4-(trifluorometh-oxy)phenyl)-amino)benzoic acid